[(2S,3R)-3-(1-cyclopropylcyclopropoxy)-2-[(2,2,2-trifluoroacetyl)amino]butanoyl]-6,6-dimethyl-3-azabicyclo[3.1.0]hexane-2-carboxamide C1(CC1)C1(CC1)O[C@@H]([C@@H](C(=O)C12C(NCC2C1(C)C)C(=O)N)NC(C(F)(F)F)=O)C